C(C)(C)(C)[S@](=O)N[C@H](C)C=1C=C(C=C(C1)C(F)(F)F)NC(OC(C)(C)C)=O tert-butyl (3-((R)-1-(((S)-tert-butylsulfinyl)amino)ethyl)-5-(trifluoromethyl)phenyl)carbamate